N-[(1S)-5-[2-(2-aminopyridin-3-yl)-5-(pyrazol-1-yl)imidazo[4,5-b]pyridin-3-yl]-2,3-dihydro-1H-inden-1-yl]-5-fluoro-2-(prop-2-enamido)benzamide NC1=NC=CC=C1C1=NC=2C(=NC(=CC2)N2N=CC=C2)N1C=1C=C2CC[C@@H](C2=CC1)NC(C1=C(C=CC(=C1)F)NC(C=C)=O)=O